N-(4-bromo-3-(2-(dimethylamino)ethoxy)phenyl)-6-(2-methoxy-4-(5-methyl-1,2,4-oxadiazol-3-yl)phenyl)nicotinamide BrC1=C(C=C(C=C1)NC(C1=CN=C(C=C1)C1=C(C=C(C=C1)C1=NOC(=N1)C)OC)=O)OCCN(C)C